8-(3-Isopropoxybenzamido)quinoline-2-carboxylic acid C(C)(C)OC=1C=C(C(=O)NC=2C=CC=C3C=CC(=NC23)C(=O)O)C=CC1